(E)-3-(3-Ethoxy-4-hydroxyphenyl)-1-[4-(2-methoxyethoxy)phenyl]prop-2-en-1-one C(C)OC=1C=C(C=CC1O)/C=C/C(=O)C1=CC=C(C=C1)OCCOC